1,2,6-tri-galloylglucose C(C1=CC(O)=C(O)C(O)=C1)(=O)C(=O)[C@](O)([C@@H](O)[C@H](O)[C@H](O)C(O)C(C1=CC(O)=C(O)C(O)=C1)=O)C(C1=CC(O)=C(O)C(O)=C1)=O